Cl.CN1C(N(C2=C1C(=CC=C2)CCCOCCOCCN2CCNCC2)C2C(NC(CC2)=O)=O)=O 3-(3-methyl-2-oxo-4-(3-(2-(2-(piperazin-1-yl)ethoxy)ethoxy)propyl)-2,3-dihydro-1H-benzo[d]imidazol-1-yl)piperidine-2,6-dione hydrochloride